2-((S)-2-(dimethylamino)-3-methylbutanamido)-N,3-dimethylbutanamide CN([C@H](C(=O)NC(C(=O)NC)C(C)C)C(C)C)C